FC1([C@@H](CN(C1)C1=NOC(C1)C1=C(C=CC=C1F)C1=C(C=CC=C1F)F)NS(=O)(=O)C)F N-{(3R)-4,4-difluoro-1-[5-(2',3,6'-trifluoro[1,1'-biphenyl]-2-yl)-4,5-dihydro-1,2-oxazol-3-yl]pyrrolidin-3-yl}methanesulfonamide